N-(4-methyl-3-(5-morpholino-6-(3-(2-oxopyrrolidin-1-yl)prop-1-yn-1-yl)-pyridin-3-yl)phenyl)-2-(trifluoromethyl)-isonicotinamide CC1=C(C=C(C=C1)NC(C1=CC(=NC=C1)C(F)(F)F)=O)C=1C=NC(=C(C1)N1CCOCC1)C#CCN1C(CCC1)=O